[Si](C1=CC=CC=C1)(C1=CC=CC=C1)(C(C)(C)C)OCC1CN(C(O1)=O)C1=NC=C(C=C1)OCC1=C(C=CC=C1C(F)(F)F)Cl 5-{[(tert-butyldiphenylsilyl)oxy]methyl}-3-(5-{[2-chloro-6-(trifluoromethyl)phenyl]methoxy}pyridin-2-yl)-1,3-oxazolidin-2-one